N4-(2-(bis(methyl-d3)amino)pyridin-3-yl)-5-bromo-N2-(2-methoxy-5-methyl-4-(4-methylpiperazin-1-yl)phenyl)pyrimidine-2,4-diamine C([2H])([2H])([2H])N(C1=NC=CC=C1NC1=NC(=NC=C1Br)NC1=C(C=C(C(=C1)C)N1CCN(CC1)C)OC)C([2H])([2H])[2H]